N-(3'-(2-Aminopyrimidin-4-yl)-4'-(benzyloxy)-2-fluoro-[1,1'-biphenyl]-4-yl)-4-Ethoxy-1-(4-fluorophenyl)-2-oxo-1,2-dihydropyridine-3-carboxamide NC1=NC=CC(=N1)C=1C=C(C=CC1OCC1=CC=CC=C1)C1=C(C=C(C=C1)NC(=O)C=1C(N(C=CC1OCC)C1=CC=C(C=C1)F)=O)F